O-benzyl-L-homoserine C(C1=CC=CC=C1)OCC[C@H](N)C(=O)O